TrimethyleneDipiperidine C1CCN(CC1)CCCN2CCCCC2